6-chloro-1-isobutyl-1H-pyrazolo[3,4-d]Pyrimidine-4-ol ClC1=NC(=C2C(=N1)N(N=C2)CC(C)C)O